tert-butyl (4-(7-(2,2'-dichloro-4''-(((2-hydroxyethyl)amino)methyl)-[1,1':3',1''-terphenyl]-3-yl)-[1,2,4]triazolo[4,3-a]pyridin-3-yl)benzyl)-D-prolinate ClC1=C(C=CC=C1C1=CC=2N(C=C1)C(=NN2)C2=CC=C(CN1[C@H](CCC1)C(=O)OC(C)(C)C)C=C2)C2=C(C(=CC=C2)C2=CC=C(C=C2)CNCCO)Cl